(5S,7R)-2-bromo-5-(o-tolyl)-6,7-dihydro-5H-pyrrolo[1,2-b][1,2,4]triazol-7-ol BrC=1N=C2N(N1)[C@@H](C[C@H]2O)C2=C(C=CC=C2)C